IC1=NC=CC(=C1OC)OC 2-iodo-3,4-dimethoxypyridine